CN1N=CC(=C1)N[C@@H]1COC2=NC(=CC=C21)C(F)(F)F (S)-N-(1-methyl-1H-pyrazol-4-yl)-6-(trifluoromethyl)-2,3-dihydrofuro[2,3-b]pyridin-3-amine